(E)-2-(2,6-dimethoxy-4-(2-(4'-carbamoyl-2-methylbiphenyl-3-yl)ethenyl)benzylamino)-6-hydroxybenzoic acid COC1=C(CNC2=C(C(=O)O)C(=CC=C2)O)C(=CC(=C1)\C=C\C=1C(=C(C=CC1)C1=CC=C(C=C1)C(N)=O)C)OC